C(C)(C)(C)OC(=O)N1CC2=C(CC1)N=C(S2)C2=C(C(=CC=C2)Br)C#N 2-(3-bromo-2-cyanophenyl)-6,7-dihydrothiazolo[5,4-c]pyridine-5(4H)-carboxylic acid tert-butyl ester